FC(C1=CC=C(C=C1)C=1C=C(C(N(N1)C1=CC(=CC=C1)F)=O)C(=O)N[C@@H](C)C(C)(C)O)F 6-[4-(difluoromethyl)phenyl]-2-(3-fluorophenyl)-N-[(2S)-3-hydroxy-3-methylbut-2-yl]-3-oxo-2,3-dihydropyridazine-4-carboxamide